[Br-].C[N+]1(CC(CC(C1)C)C)C N,N-dimethyl-3,5-dimethylpiperidinium bromide